4-[4-[2-[1-(6,7-Dihydro-5H-pyrrolo[1,2-c]imidazol-1-yl)-2-oxo-2-(thiazol-2-ylamino)ethyl]-7-fluoro-3-oxo-isoindolin-5-yl]phenyl]piperazine-1-carboxylic acid tert-butyl ester C(C)(C)(C)OC(=O)N1CCN(CC1)C1=CC=C(C=C1)C=1C=C2C(N(CC2=C(C1)F)C(C(NC=1SC=CN1)=O)C1=C2N(C=N1)CCC2)=O